COC(=O)C1CCN(CC1)S(=O)(=O)C=1C=NC(=CC1)F 1-(6-fluoro-pyridine-3-sulfonyl)-piperidine-4-carboxylic acid methyl ester